(4-(trifluoromethyl) phenyl) carbamate C(N)(OC1=CC=C(C=C1)C(F)(F)F)=O